ClC1=CC=C(C=C1)N1[C@H](CCC1)C (S)-1-(4-chlorophenyl)-2-methylpyrrolidine